7-Fluoro-5-methoxy-2,3-bis((1-methyl-1H-tetrazol-5-yl)thio)quinoxaline FC1=CC(=C2N=C(C(=NC2=C1)SC1=NN=NN1C)SC1=NN=NN1C)OC